The molecule is a 1-alkyl-3-acyl-sn-glycerol that has octadec-9-en-1-yl as the alkyl group and octadec-9-enoyl as the acyl group. It is a 1-alkyl-3-acyl-sn-glycerol and a 1-[(9Z)-octadecenyl]monooleoylglycerol. CCCCCCCC/C=C\\CCCCCCCCOC[C@H](COC(=O)CCCCCCC/C=C\\CCCCCCCC)O